ClC=1C=C(C=CC1)C(=O)N1CC2(CC2C1)C#CC=1N=C(SC1)C (3-chlorophenyl)(1-((2-methylthiazol-4-yl)ethynyl)-3-azabicyclo[3.1.0]hexan-3-yl)methanone